C1(=CC=CC=C1)C(C1=CC=CC=C1)=NC(CC(=O)OCC)(C1=CC=CC=C1)C1=CC=CC=C1 ethyl 3-((diphenylmethylene) amino)-3,3-diphenylpropionate